C(C)(C)N1C=CC=2C1=CN=C(C2)C2=NSC(=N2)NC2=NC=CN=C2NC N2-[3-(1-isopropylpyrrolo[2,3-c]pyridin-5-yl)-1,2,4-thiadiazol-5-yl]-N3-methyl-pyrazine-2,3-diamine